S(=O)(=O)(C1=CC(=C(C=C1)O)C)C1=CC(=C(C=C1)O)C 4,4'-sulfonylbis(2-methylphenol)